NC=1C(NC(N(N1)C1=CC(=C(C(=C1)Cl)OC=1C=NC(=C(C1)C(C)C1CC(C1)(F)F)O)Cl)=O)=O 6-amino-2-(3,5-dichloro-4-((5-(1-(3,3-difluorocyclobutyl)ethyl)-6-hydroxypyridin-3-yl)oxy)phenyl)-1,2,4-triazine-3,5(2h,4h)-dione